BrC1=CC(=C(C=C1)C1=CC(=NO1)N)OC 5-(4-bromo-2-methoxyphenyl)isoxazol-3-amine